3-[(tert-butoxycarbonyl)amino]-2-[3-(hydroxymethyl)phenyl]propanoic acid C(C)(C)(C)OC(=O)NCC(C(=O)O)C1=CC(=CC=C1)CO